(2-([1,1'-biphenyl]-2-yl-(9,9-dimethyl-9H-fluoren-2-yl)amino)phenyl)boronic acid C1(=C(C=CC=C1)N(C1=C(C=CC=C1)B(O)O)C1=CC=2C(C3=CC=CC=C3C2C=C1)(C)C)C1=CC=CC=C1